C(#N)C1=C(C=C(C=C1)F)[C@@H]([C@H](C)C=1N(C(C(=C(N1)C(=O)NC=1C=NOC1)O)=O)C)C=1C=NN(C1)CCOC 2-((1R,2S)-1-(2-cyano-5-fluorophenyl)-1-(1-(2-methoxyethyl)-1H-pyrazol-4-yl)propan-2-yl)-5-hydroxy-N-(isoxazol-4-yl)-1-methyl-6-oxo-1,6-dihydropyrimidine-4-carboxamide